FC1=C(C=CC(=C1)C1=NNC(OC1)=O)C1=CC=C(C=C1)F 5-(2,4'-difluorobiphenyl-4-yl)-3,6-dihydro-2H-1,3,4-oxadiazin-2-one